Ethyl [4-(4-{5-[6-cyclopropyl-5-(trifluoromethyl)pyridin-3-yl]-7-[{[1-(methoxymethyl)cyclopentyl]methyl}(methyl)amino]-1H-imidazo[4,5-b]pyridin-2-yl}phenoxy)piperidin-1-yl]acetate C1(CC1)C1=C(C=C(C=N1)C1=CC(=C2C(=N1)N=C(N2)C2=CC=C(OC1CCN(CC1)CC(=O)OCC)C=C2)N(C)CC2(CCCC2)COC)C(F)(F)F